C1=C(C=CC=2C3=CC=CC=C3NC12)C(C(=O)NCC1=CC=C(C=C1)F)CC(=O)N1CCN(CC1)C 2-(9H-carbazol-2-yl)-N-(4-fluorobenzyl)-4-(4-methylpiperazin-1-yl)-4-oxobutaneamide